tert-butyl (1R,2R,4S,5S)-9-(2-phenylpropan-2-yl)-7,9-diazatricyclo[3.3.1.02,4]nonane-7-carboxylate C1(=CC=CC=C1)C(C)(C)N1[C@@H]2[C@@H]3C[C@@H]3[C@H]1CN(C2)C(=O)OC(C)(C)C